anti-benzimidazolecarboxylic acid N1=C(NC2=C1C=CC=C2)C(=O)O